FC1=CC=C(CP(C2=CC=CC=C2)(C2=CC=CC=C2)=O)C=C1 4-fluorobenzyl-diphenyl-phosphorus oxide